N,N-dinitrosoterephthalamide N(=O)N(C(C1=CC=C(C(=O)N)C=C1)=O)N=O